6-benzyl-2-methyl-N-((5-methyloxazol-2-yl)methyl)-5-oxo-5,6-dihydro-1,6-naphthyridine-3-carboxamide C(C1=CC=CC=C1)N1C(C=2C=C(C(=NC2C=C1)C)C(=O)NCC=1OC(=CN1)C)=O